OC=1C2=C(N(C(C1)=O)CC1=CC=C(C=C1)OC)CCO2 7-hydroxy-4-(4-methoxybenzyl)-2,3-dihydrofuro[3,2-b]pyridin-5(4H)-one